C(C)(C)(C)OC(=O)NC(=N)NC(=O)OC(C)(C)C 1,3-bis(tert-butoxy-carbonyl)guanidine